(S)-4-isopropyl-2-((3-methylpiperidin-1-yl)methyl)-1-((2-(trimethylsilyl)ethoxy)methyl)-1,6-dihydro-7H-pyrrolo[2,3-c]pyridin-7-one C(C)(C)C=1C2=C(C(NC1)=O)N(C(=C2)CN2C[C@H](CCC2)C)COCC[Si](C)(C)C